C1(CCCC1)N1N=C(C=C1C1=C(C=CC=C1)C(C)(F)F)C(=O)NC(CC(=O)OC(C)(C)C)CCN1CC(CCC1)(F)F tert-butyl 3-(1-cyclopentyl-5-(2-(1,1-difluoroethyl)phenyl)-1H-pyrazole-3-carboxamido)-5-(3,3-difluoropiperidin-1-yl)pentanoate